C(C1=CC=CC=C1)N1CCCN2CCN(CCCN(CC1)CC2)CC2=CC=CC=C2 5,12-dibenzyl-1,5,8,12-tetraaza-bicyclo[6.6.2]hexadecane